C(C)OC(=O)C=1C(=NN(C1C(F)F)C1CCOCC1)Br 3-Bromo-5-(difluoromethyl)-1-tetrahydropyran-4-yl-pyrazole-4-carboxylic acid ethyl ester